ClC1=C(C=C(C(=C1)Cl)OC)N=C=S 2,4-dichloro-5-methoxyphenyl isothiocyanate